(R)-(5-Chloro-7-methyl-1H-imidazo[4,5-b]pyridin-2-yl)(5-methyl-7,8-dihydro-1,6-naphthyridin-6(5H)-yl)methanone ClC1=CC(=C2C(=N1)N=C(N2)C(=O)N2[C@@H](C=1C=CC=NC1CC2)C)C